3-chloro-2-fluoro-benzaldehyde ClC=1C(=C(C=O)C=CC1)F